FC1=CC(=C(C=C1)C=1C=C2C=CC(=NC2=CC1)N1CCC(CC1)C(=O)OCC)OC ethyl 1-(6-(4-fluoro-2-methoxyphenyl)quinolin-2-yl)piperidine-4-carboxylate